COC1=CC(=CC=2NC=NC21)C#N 4-methoxy-1H-1,3-benzodiazole-6-carbonitrile